FC1=C(C(=CC(=C1)C)OCOC)C1=C(N=C(N=N1)SC)C 6-(2-fluoro-6-(methoxymethoxy)-4-methylphenyl)-5-methyl-3-(methylthio)-1,2,4-triazine